4-ethoxy-6-((S)-1-(5-(6-fluoro-2-methylpyridin-3-yl)-7-(2-((2R,3R)-3-hydroxy-2-methylazetidin-1-yl)ethyl)-1-oxo-3,4-dihydroisoquinolin-2(1H)-yl)ethyl)nicotinonitrile C(C)OC1=CC(=NC=C1C#N)[C@H](C)N1C(C2=CC(=CC(=C2CC1)C=1C(=NC(=CC1)F)C)CCN1[C@@H]([C@@H](C1)O)C)=O